2-(3,4-Dichlorobenzoyl)-9-[(1,3-thiazol-2-yl)methyl]-1,2,3,4,8,9-hexahydropyrido[4',3':3,4]-pyrazolo[1,5-a]pyrazin-10(7H)-one ClC=1C=C(C(=O)N2CC=3C(=NN4C3C(N(CC4)CC=4SC=CN4)=O)CC2)C=CC1Cl